2-isopentyl-2-isopropyl-1,3-propanediol benzoate mesitylglyoxylate C1(=C(C(=CC(=C1)C)C)C(C(=O)OCC(COC(C1=CC=CC=C1)=O)(C(C)C)CCC(C)C)=O)C